2-(piperazin-1-yl)pyrimido[5,4-c]quinoline N1(CCNCC1)C=1N=CC=2C=NC=3C=CC=CC3C2N1